3-(2-(2-Propynyloxy)ethoxy)propyltriethoxysilane C(C#C)OCCOCCC[Si](OCC)(OCC)OCC